ClC=1C=CC=C2C(C=C(OC12)C1=C(OCCCNC2CC(CC2)C(=O)O)C=C(C=C1)C(F)(F)F)=O 3-[3-[2-(8-chloro-4-oxo-chromen-2-yl)-5-(trifluoromethyl)phenoxy]propylamino]cyclopentanecarboxylic acid